C(N)(=O)C1=C(N=C(N=N1)N1C[C@@H](CCC1)N1C(N(CC1)C)=O)NC1=CC(=C(C=C1)N1CCN(CC1)C(=O)OC(C)(C)C)F (R)-tert-butyl 4-(4-((6-carbamoyl-3-(3-(3-methyl-2-oxoimidazolin-1-yl)piperidin-1-yl)-1,2,4-triazin-5-yl)amino)-2-fluorophenyl)piperazine-1-carboxylate